FC(C=1C(=NC=C(C1)C(F)(F)F)CC(=O)N1[C@@H]([C@@H](CC1)O)C1=C(C(=CC(=C1)F)OC([2H])([2H])[2H])C)(F)F 2-[3,5-Bis(trifluoromethyl)-2-pyridyl]-1-[(2R,3R)-2-[5-fluoro-2-methyl-3-(trideuteriomethoxy)phenyl]-3-hydroxy-pyrrolidin-1-yl]ethanone